2-(6-(4-(thiophen-2-yl)benzoyl)-2,6-diazaspiro[3.4]octane-2-yl)pyrimidine-4-carboxylic acid methyl ester COC(=O)C1=NC(=NC=C1)N1CC2(C1)CN(CC2)C(C2=CC=C(C=C2)C=2SC=CC2)=O